C(=O)(O)COC[C@H](N)C(=O)O O-carboxymethyl-serine